ethyl 1-(4-((3-(5-fluoropyrimidin-2-yl)-2-methoxyphenyl)amino)-5-(methylcarbamoyl)pyrimidin-2-yl)piperidine-4-carboxylate FC=1C=NC(=NC1)C=1C(=C(C=CC1)NC1=NC(=NC=C1C(NC)=O)N1CCC(CC1)C(=O)OCC)OC